IC=1C=NN(C1C1=C(C#N)C(=CC(=C1F)Cl)C1CC1)C 2-(4-iodo-1-methyl-1H-pyrazol-5-yl)-4-chloro-6-cyclopropyl-3-fluorobenzonitrile